2,2',3,3'-tetrakis(trifluoromethoxy)benzidine FC(OC1=C(C=CC(=C1OC(F)(F)F)N)C1=C(C(=C(N)C=C1)OC(F)(F)F)OC(F)(F)F)(F)F